3-(Ethylsulfanyl)-N1-(4-fluorobenzyl)-5-methyl-N1-(prop-2-yn-1-yl)benzene-1,4-diamine C(C)SC=1C=C(C=C(C1N)C)N(CC#C)CC1=CC=C(C=C1)F